C(C)N(C1=CC=C(C=C1)C1C=C2N(C=CC(=C2S1)C1=CC=C(C=C1)OC)C)CC 2-(4-(Diethylamino)phenyl)-7-(4-methoxyphenyl)-4-methylthieno[3,2-b]pyridin